2,3,5-trimethyl-4-hydroxybenzoic acid CC1=C(C(=O)O)C=C(C(=C1C)O)C